4-(dimethylamino)-N-(5-(3-(3,5-dimethylisoxazol-4-yl)-5-(ethylsulfonamido)phenoxy)-2-methylphenyl)butanamide CN(CCCC(=O)NC1=C(C=CC(=C1)OC1=CC(=CC(=C1)NS(=O)(=O)CC)C=1C(=NOC1C)C)C)C